(rac)-3,22-difluoro-14-methyl-10-[(methylsulfanyl)methyl]-13,20-dioxa-5,7,26-triazatetracyclo[19.3.1.12,6.18,12]heptacosa-1(25),2(27),3,5,8(26),9,11,21,23-nonaene FC=1C=2C=3C=CC(=C(OCCCCC[C@H](OC4=CC(=CC(NC(=NC1)C2)=N4)CSC)C)C3)F |r|